C(CCCCC(C)C)C=1C=C(SC1)C1=C2C(SC=C2)=C(C2=C1SC=C2)C=2SC=C(C2)CCCCCC(C)C 4,8-di(4-isooctyl-2-thienyl)benzo[1,2-b:4,5-b']dithiophene